FC=1C=C2C(C(=C(N(C2=C(C1)F)C)CO)I)=O 6,8-difluoro-2-hydroxymethyl-3-iodo-1-methylquinolin-4-one